(S)-3-methyl-4-(5-(2-oxo-3-(pyrrolidin-3-yl)-2,3-dihydro-1H-imidazo[4,5-b]pyridin-1-yl)pyridin-2-yl)benzoic acid methyl ester hydrochloride Cl.COC(C1=CC(=C(C=C1)C1=NC=C(C=C1)N1C(N(C2=NC=CC=C21)[C@@H]2CNCC2)=O)C)=O